BrC=1NC(=NN1)N(C)C 5-bromo-N,N-dimethyl-4H-1,2,4-triazol-3-amine